Tert-butyl N-[4-[[4-[4-(2,6-dioxo-3-piperidyl)-2-fluoro-phenyl]piperazin-1-yl] methyl]-1-methyl-cyclohexyl]carbamate O=C1NC(CCC1C1=CC(=C(C=C1)N1CCN(CC1)CC1CCC(CC1)(C)NC(OC(C)(C)C)=O)F)=O